1-(3,5-diisopropyl-[1,1'-biphenyl]-4-yl)-2-(12-(methyl-d3)phenanthro[2,3-b]benzofuran-9-yl)-1H-benzo[d]imidazole C(C)(C)C=1C=C(C=C(C1N1C(=NC2=C1C=CC=C2)C2=CC=C(C=1C3=C(OC12)C=C1C=CC2=CC=CC=C2C1=C3)C([2H])([2H])[2H])C(C)C)C3=CC=CC=C3